BrC=1C(C(=C(N(C1C)CC)C1=CC(=C(C=C1)Cl)Cl)C(=O)O)=O 5-bromo-2-(3,4-dichlorophenyl)-1-ethyl-6-methyl-4-oxo-pyridine-3-carboxylic acid